1-((1S,3S)-3-(methylcarbamoyl)cyclopentyl)-N-(3-(4-phenylpiperazin-1-yl)propyl)-2-(3,4,5-trimethoxyphenyl)-1H-benzo[d]imidazole-6-carboxamide CNC(=O)[C@@H]1C[C@H](CC1)N1C(=NC2=C1C=C(C=C2)C(=O)NCCCN2CCN(CC2)C2=CC=CC=C2)C2=CC(=C(C(=C2)OC)OC)OC